FC(C1=NN(C=C1)C1CCC(CC1)C=O)F 3-(difluoromethyl)-1-((1R,4R)-4-formylcyclohexyl)-1H-pyrazole